FC1=CC=C(C(=N1)C1=CC=C2CN(C(C2=C1)=O)C)C1=CN=C(O1)CC1(CCCC1)C 6-(6-fluoro-3-(2-((1-methylcyclopentyl)methyl)oxazol-5-yl)pyridin-2-yl)-2-methylisoindolin-1-one